7-{(1s,3s)-3-[(4-methoxybenzyl)oxy]-3-methylcyclobutyl}-3-[2-(methoxymethoxy)-6-methyl-4-(trifluoromethyl)phenyl]-5-(trifluoromethyl)-7H-pyrrolo[2,3-c]pyridazine COC1=CC=C(COC2(CC(C2)N2C=C(C3=C2N=NC(=C3)C3=C(C=C(C=C3C)C(F)(F)F)OCOC)C(F)(F)F)C)C=C1